C(C)(C)(C)N=[Mo](N(C)C)(N(C)C)=NC(C)(C)C bis(t-butylimino)bis(dimethylamino)molybdenum